2-(3H-[1,2,3]triazolo[4,5-b]pyridin-3-yl) 1-methyl (1S,2R,5S)-5-((tert-butyldiphenyl-silyl)oxy)-1-methylcyclohexane-1,2-dicarboxylate C(C)(C)(C)[Si](O[C@H]1CC[C@H]([C@](C1)(C(=O)OC)C)C(=O)ON1N=NC=2C1=NC=CC2)(C2=CC=CC=C2)C2=CC=CC=C2